2,2'-(perfluoronaphthalen-2,6-diylidene)dimalononitrile FC=1C(C(=C(C2=C(C(C(=C(C12)F)F)=C(C#N)C#N)F)F)F)=C(C#N)C#N